BrC=1C=C(C=C(C1)NS(=O)(=O)C)NC(=O)C=1SC=C(C1)C1=NC=CC=C1 N-(3-bromo-5-(methylsulfonamido)phenyl)-4-(pyridin-2-yl)thiophene-2-carboxamide